1-(4-(4-(6-Methylimidazo[1,2-b]pyridazin-3-yl)pyridin-2-yl)piperazin-1-yl)ethanone CC=1C=CC=2N(N1)C(=CN2)C2=CC(=NC=C2)N2CCN(CC2)C(C)=O